1-vinyl-4-[tri(4-vinyl-phenyl)methyl]benzene C(=C)C1=CC=C(C=C1)C(C1=CC=C(C=C1)C=C)(C1=CC=C(C=C1)C=C)C1=CC=C(C=C1)C=C